N[C@H](C(=O)O)CNC(CC1=CC=C(C=C1)OCC1=CC=CC=C1)=O (S)-2-amino-3-(2-(4-(benzyloxy)phenyl)acetamido)propionic acid